S1C(SCCC1)C(C(=CC1=CC=C(C=C1)OC(F)(F)F)C1=CC=CC=C1)=O 1-(1,3-Dithian-2-yl)-2-phenyl-3-(4-(trifluoromethoxy)phenyl)prop-2-en-1-one